N(=[N+]=[N-])C\C=C(/CBr)\C1=CC=C(C=C1)C(C)(C)C (Z)-1-(4-azido-1-bromobut-2-en-2-yl)-4-(tert-butyl)benzene